hexadecanedioyl-coenzyme A CC(C)(COP(=O)(O)OP(=O)(O)OC[C@@H]1[C@H]([C@H]([C@@H](O1)N2C=NC3=C(N=CN=C32)N)O)OP(=O)(O)O)[C@H](C(=O)NCCC(=O)NCCSC(=O)CCCCCCCCCCCCCCC(=O)O)O